NC1CC(N(C1)C1=CC=C(C=C1)S(=O)(=O)N1CCN(CC1)C1=NC(=NC(=C1)C(C1=CC=CC=C1)(F)F)C=C)=O 4-Amino-1-[4-[4-[6-[difluoro(phenyl)methyl]-2-vinyl-pyrimidin-4-yl]piperazin-1-yl]sulfonylphenyl]pyrrolidin-2-one